CN(CCC1=CN(C2=CC=CC=C12)C(CCC1=CC=CC=C1)=O)C 1-(3-(2-(dimethylamino)ethyl)-1H-indol-1-yl)-3-phenylpropan-1-one